IC=1OC2=C(N1)C=C(C=C2)C2(CC2)C(=O)NC 1-(2-iodobenzo[d]oxazol-5-yl)-N-methylcyclopropane-1-carboxamide